2,2-dimethyl-3-hydroxypropionamide tert-Butyl-(3R*,4S*)-3-((tert-butoxycarbonyl)amino)-4-fluoropyrrolidine-1-carboxylate C(C)(C)(C)OC(=O)N1C[C@H]([C@H](C1)F)NC(=O)OC(C)(C)C.CC(C(=O)N)(CO)C |o1:9,10|